N-(6-(1-hydroxycyclobutyl)benzo[d][1,3]dioxol-5-yl)acetamide OC1(CCC1)C=1C(=CC2=C(OCO2)C1)NC(C)=O